Cl.ClC=1C(=C(C=CC1F)NCC1=CN=C(S1)C(F)(F)F)F (3-chloro-2,4-difluorophenyl)(2-(trifluoromethyl)thiazol-5-yl)methylamine hydrochloride